CC1=C(C#N)C(=CC(=C1CN1C(=NC=C1)C)C)C 2,4,6-trimethyl-3-((2-methyl-1H-imidazol-1-yl)methyl)benzonitrile